water dibutyl-phosphate C(CCC)OP(=O)(OCCCC)O.O